C(C1=CC=CC=C1)OC(=O)N1CCC(CC1)CC1=C(N=NN1)COC(=O)N1CC(NCC1)C [1-[((1-benzyloxycarbonyl-4-piperidyl)methyl)triazol-4-yl]methyl]-3-methyl-piperazine-1-carboxylate